[Si](C)(C)(C)O[Si](C)(C)C bisTMS ether